N[C@@H]1C2=CC=CC=C2CC12CCN(CC2)C=2N=CC(=NC2)SC=2C(=C(C(=CC2)Cl)P(C)(C)=O)Cl (S)-(3-((5-(1-amino-1,3-dihydrospiro[indene-2,4'-piperidin]-1'-yl)pyrazin-2-yl)thio)-2,6-dichlorophenyl)dimethylphosphine oxide